ClC=1C=NN2C1N=C(N=C2NC2CCC(CC2)NCCF)C2=C(C=CC=C2F)F (1r,4r)-N1-(8-chloro-2-(2,6-difluorophenyl)pyrazolo[1,5-a][1,3,5]triazin-4-yl)-N4-(2-fluoroethyl)cyclohexane-1,4-diamine